tert-Butyl (2R)-4-(6-amino-4-methoxypyridin-3-yl)-2-[(1R)-1-hydroxyethyl]piperazine-1-carboxylate NC1=CC(=C(C=N1)N1C[C@@H](N(CC1)C(=O)OC(C)(C)C)[C@@H](C)O)OC